N-[3-(4-cyclopropoxy-2-methoxypyridin-3-yl)-1H-pyrrolo[2,3-b]pyridin-6-yl]-2-[(4-ethylpiperazin-1-yl)methyl]cyclopropane-1-carboxamide C1(CC1)OC1=C(C(=NC=C1)OC)C1=CNC2=NC(=CC=C21)NC(=O)C2C(C2)CN2CCN(CC2)CC